6-cyclobutoxy-N-(1-((1S,2S)-2-fluorocyclopropyl)-2-oxo-1,2-dihydropyridin-3-yl)-2-(1-(methoxymethyl)-2-oxabicyclo[2.1.1]hexan-4-yl)-2H-pyrazolo[3,4-b]pyridine-5-carboxamide C1(CCC1)OC=1C(=CC=2C(N1)=NN(C2)C21COC(C2)(C1)COC)C(=O)NC=1C(N(C=CC1)[C@@H]1[C@H](C1)F)=O